(2R,3S,4R)-2-(Acetyloxymethyl)-6-(2-azidoethoxy)tetrahydro-3,4-diacetoxy-pyran C(C)(=O)OC[C@H]1OC(C[C@H]([C@@H]1OC(C)=O)OC(C)=O)OCCN=[N+]=[N-]